7,7-difluoro-6-(naphthalen-2-yl)hept-6-en FC(=C(CCCCC)C1=CC2=CC=CC=C2C=C1)F